N1CC(C1)C1=NC(=NO1)C=1C2=C(N=C(N1)N1[C@H](CC1)C)C(CC2)(F)F (S)-5-(azetidin-3-yl)-3-(7,7-difluoro-2-(2-methylazetidine-1-Yl)-6,7-dihydro-5H-cyclopenta[d]pyrimidin-4-yl)-1,2,4-oxadiazole